C(C)(C)(C)OC(=O)N[C@H](C(=O)[O-])CCC(C)O (2S)-2-(tert-butoxycarbonylamino)-5-hydroxy-hexanoate